N-(4-chloro-1-methyl-5-(2H-1,2,3-triazol-2-yl)-1H-pyrrol-2-yl)-1-(1-carbonyl-1,2-dihydroisoquinolin-5-yl)-5-(trifluoromethyl)-1H-pyrazole-4-carboxamide ClC=1C=C(N(C1N1N=CC=N1)C)NC(=O)C=1C=NN(C1C(F)(F)F)C1=C2C=CNC(C2=CC=C1)=C=O